FC1=NN(C=2C=CC=C(C12)C=O)C 3-fluoro-1-methyl-indazole-4-carbaldehyde